8-Chloro-7-(3-methyl-1-((2-(trimethylsilyl)ethoxy)methyl)-1H-pyrazol-4-yl)-N-(tetrahydro-2H-pyran-4-yl)-[1,2,4]triazolo[1,5-c]pyrimidin-2-amine ClC=1C=2N(C=NC1C=1C(=NN(C1)COCC[Si](C)(C)C)C)N=C(N2)NC2CCOCC2